BrC1=CC2=C(CNC2=O)S1 2-bromo-5H,6H-thieno[2,3-c]pyrrol-4-one